BrC1=CC(=C(C=C1C)C(C(F)(F)F)=O)OC 1-(4-bromo-2-methoxy-5-methyl-phenyl)-2,2,2-trifluoro-ethanone